FC(C1=C(C=CC=C1)C1=CC=C(C=C1)C1=CC=C(N1)C(=O)N)(F)F (2S,5R)-5-{4-[2-(trifluoromethyl)phenyl]-phenyl}-1H-pyrrole-2-carboxamide